diisooctyl phosphate dodecylamine salt C(CCCCCCCCCCC)N.P(=O)(OCCCCCC(C)C)(OCCCCCC(C)C)O